3-(5-chloro-2-hydroxy-4-methylphenyl)-N-(2-methoxyethyl)benzamide ClC=1C(=CC(=C(C1)C=1C=C(C(=O)NCCOC)C=CC1)O)C